(1H-indol-3-yl)isoindoline-2-carboxamide N1C=C(C2=CC=CC=C12)C1N(CC2=CC=CC=C12)C(=O)N